4-[2-methoxy-1-[5-(trifluoromethyl)-3-pyridyl]ethoxy]-6-[5-methyl-1-(4-piperidyl)triazol-4-yl]pyrazolo[1,5-a]pyridine-3-carbonitrile HCl Cl.COCC(OC=1C=2N(C=C(C1)C=1N=NN(C1C)C1CCNCC1)N=CC2C#N)C=2C=NC=C(C2)C(F)(F)F